OC1=CC=CC2=CC=C3C=CC=NC3=C21.OC2=CC=CC1=CC=C3C=CC=NC3=C12.[Be] beryllium bis(10-hydroxybenzo[h]quinoline)